BrC=1C2=C(C(N(C1)C)=O)N(C(=C2)C(=O)NN)COCC[Si](C)(C)C 4-Bromo-6-methyl-7-oxo-1-((2-(trimethylsilyl)ethoxy)methyl)-6,7-dihydro-1H-pyrrolo[2,3-c]pyridine-2-carbohydrazide